6-Cyclopropoxy-2-((1r,4r)-4-(2-(4-(4-(2,6-dioxopiperidin-3-yl)phenyl)piperazin-1-yl)ethyl)cyclohexyl)-N-(imidazo[1,2-b]pyridazin-3-yl)-2H-indazole-5-carboxamide C1(CC1)OC=1C(=CC2=CN(N=C2C1)C1CCC(CC1)CCN1CCN(CC1)C1=CC=C(C=C1)C1C(NC(CC1)=O)=O)C(=O)NC1=CN=C2N1N=CC=C2